NC[C@@]1([C@@H]2CCN(C[C@H]12)C1=CN=C2C(=N1)NN=C2C=2C=C1C=CNC(C1=CC2)=O)C2=C(C=CC=C2)F 6-(6-((1S,6R,7R)-7-(aminomethyl)-7-(2-fluorophenyl)-3-azabicyclo[4.1.0]heptan-3-yl)-1H-pyrazolo[3,4-b]pyrazin-3-yl)isoquinolin-1(2H)-one